OCCN(CC(C)N(CCO)CCO)CCO N,N,N',N'-tetrakis(2-hydroxyethyl)propylenediamine